OC(CN(CCOCCN(CC(CCCCCCCCCCCC)O)CCN1CCN(CC1)CCOCCN(CC(CCCCCCCCCCCC)O)CC(CCCCCCCCCCCC)O)CC(CCCCCCCCCCCC)O)CCCCCCCCCCCC 1-[2-[2-[bis(2-hydroxytetradecyl)amino]ethoxy]ethyl-[2-[4-[2-[2-[bis(2-hydroxytetradecyl)amino]ethoxy]ethyl]piperazin-1-yl]ethyl]amino]tetradecan-2-ol